C(CCCCCC)C1C(OC(C1)C)=O 3-heptyl-dihydro-5-methyl-2(3H)-furanone